N-((S)-1-(((S)-1-(methoxy(methyl)amino)-1-oxo-3-(1-trityl-1H-imidazol-4-yl)propan-2-yl)amino)-4-methyl-1-oxopentan-2-yl)benzo[b]thiophene-2-carboxamide CON(C([C@H](CC=1N=CN(C1)C(C1=CC=CC=C1)(C1=CC=CC=C1)C1=CC=CC=C1)NC([C@H](CC(C)C)NC(=O)C1=CC2=C(S1)C=CC=C2)=O)=O)C